Isothiazole-2(3H)-carbaldehyde 1,1-dioxide S1(N(CC=C1)C=O)(=O)=O